tert-butyl ((1R,2S,3R)-2,3-dimethyl-3-((6-(1-methyl-1H-pyrazol-4-yl)pyrazolo[1,5-a]pyrazin-4-yl)oxy)cyclobutyl)(methyl)carbamate C[C@H]1[C@@H](C[C@]1(OC=1C=2N(C=C(N1)C=1C=NN(C1)C)N=CC2)C)N(C(OC(C)(C)C)=O)C